C(C)(C)(C)PC1=NC2=CC=CC=C2N=C1PC(C)(C)C (-)-2,3-bis(tert-butyl-phosphino)quinoxaline